C1(CC1)C=1OC2=C(N1)C=CC(=C2)OC 2-Cyclopropyl-6-methoxybenzo[d]oxazole